6-(2-amino-5-(4-(2,5-dihydro-1H-pyrrol-3-yl)phenyl)-6-fluoropyridin-3-yl)-3,4-dihydroisoquinolin-1(2H)-one NC1=NC(=C(C=C1C=1C=C2CCNC(C2=CC1)=O)C1=CC=C(C=C1)C=1CNCC1)F